oxomethane O=C